COCCN(CC[C@@H](C(=O)O)NC1=NC=C(C=N1)C)CCCCC1=NC=2NCCCC2C=C1 (S)-4-((2-methoxyethyl)(4-(5,6,7,8-tetrahydro-1,8-naphthyridin-2-yl)butyl)amino)-2-((5-methylpyrimidin-2-yl)amino)butanoic acid